N1(CCOCC1)CCN=CC=1C2=CC=CC=C2C(=C2C=CC=CC12)C=NCCN1CCOCC1 9,10-bis{[2-(morpholin-4-yl)ethyl]iminomethyl}anthracene